1-(4-bromo-2-hydroxyphenyl)butane-1,3-dione BrC1=CC(=C(C=C1)C(CC(C)=O)=O)O